C(=O)(O)CN1CCN(CCN(CCN(CC1)CC=1N(C(C=CC1)=O)O)CC(=O)O)CC=1N(C(C=CC1)=O)O [7-(carboxymethyl)-4,10-bis[(1-hydroxy-6-oxopyridin-2-yl)methyl]-1,4,7,10-tetraazacyclododecan-1-yl]acetic acid